1-chloro-3-(2-chloro-4-methylphenyl)propan-2-amine hydrochloride Cl.ClCC(CC1=C(C=C(C=C1)C)Cl)N